C1(=CC=CC=C1)N1CCC=2C(C=3C=CSC3NC12)=O 12-phenyl-4-thia-2,12-diazatricyclo[7.3.0.03,7]dodeca-1(9),3(7),5-trien-8-one